[C@H]12[C@@H]([C@@H]([C@H](C=C1)C2)C(=O)OC)C(=O)OC Dimethyl (1R,2S,3R,4S)-bicyclo[2.2.1]hept-5-ene-2,3-dicarboxylate